BrC1=C2C=C(N=CC2=C(N=C1)NC([2H])([2H])[2H])NC(=O)C1C(C1)F N-(5-bromo-8-((methyl-d3)amino)-2,7-naphthyridin-3-yl)-2-fluorocyclopropane-1-carboxamide